N-((2-chloropyridin-3-yl)carbamoyl)-4-cyclopropyl-2-fluorobenzamide ClC1=NC=CC=C1NC(=O)NC(C1=C(C=C(C=C1)C1CC1)F)=O